ClC=1C=CC(=C(C1)NCC(=O)O)N1N=NN=C1 (5-chloro-2-(1H-tetrazol-1-yl)phenyl)glycine